O[C@@H](CCN1C(N(C2=C1C=C(C=C2)NC2=CC(=NC=1N2N=CC1)C(=O)OCC)C)=O)C Ethyl 7-[[3-[(3R)-3-hydroxybutyl]-1-methyl-2-oxo-benzimidazol-5-yl]amino]pyrazolo[1,5-a]pyrimidine-5-carboxylate